FC(C)(F)C=1C=C(C=CC1)[C@H]1CC2(CN(C2)C(=O)C2CC(C2)(C)O)CC1 |r| (rac)-(6-(3-(1,1-Difluoroethyl)phenyl)-2-azaspiro[3.4]octan-2-yl)((1s,3s)-3-hydroxy-3-methylcyclobutyl)methanone